6-bromo-1-[(5-fluoro-2-pyridyl)methyl]-2-oxo-1,8-naphthyridine-3-carboxylic acid BrC=1C=C2C=C(C(N(C2=NC1)CC1=NC=C(C=C1)F)=O)C(=O)O